CC=1N=C2N(C=C(N=C2)C=2C=CC(=C(C2)O)C2=CN=C(N=N2)N2C[C@@H](NCC2)C(C)C)C1 5-(2-methylimidazo[1,2-a]pyrazin-6-yl)-2-{3-[(3S)-3-(propan-2-yl)piperazin-1-yl]-1,2,4-triazin-6-yl}phenol